2-(2-bromoethyl)furan nonan-5-yl-4-methylbenzenesulfonate CCCCC(CCCC)OS(=O)(=O)C1=CC=C(C=C1)C.BrCCC=1OC=CC1